C(C)[C@]1(C(OCC=2C(N3CC=4C(=NC=5C=CC(=C(C5C4)CN4CCN(CC4)C)O)C3=CC21)=O)=O)O (S)-4-Ethyl-4,9-dihydroxy-10-((4-methylpiperazin-1-yl)methyl)-1,12-dihydro-14H-pyrano[3',4':6,7]indolizino[1,2-b]quinoline-3,14(4H)-dione